COC(CCCC[N+]#[C-])=O 5-ISOCYANOVALERIC ACID METHYL ESTER